thioacetyl-amide C(C)(=S)[NH-]